1-(5-methylthiophen-3-yl)ethan-1-one CC1=CC(=CS1)C(C)=O